methyl 3-(tert-butyl)-1,2,4-oxadiazole-5-carboxylate C(C)(C)(C)C1=NOC(=N1)C(=O)OC